N-((5-chloro-6-(5-(difluoromethoxy)pyridin-2-yl)-1H-indol-2-yl)methyl)acetamide ClC=1C=C2C=C(NC2=CC1C1=NC=C(C=C1)OC(F)F)CNC(C)=O